N-(6-formyl-1,3-benzodioxol-5-yl)benzamide C(=O)C=1C(=CC2=C(OCO2)C1)NC(C1=CC=CC=C1)=O